tert-butyl 4-(benzyloxy)-3-(((S)-1-(4-fluorophenyl)-1,2,3,4-tetrahydroisoquinoline-2-carbothioamido)methyl)-3-hydroxypyrrolidine-1-carboxylate C(C1=CC=CC=C1)OC1C(CN(C1)C(=O)OC(C)(C)C)(O)CNC(=S)N1[C@H](C2=CC=CC=C2CC1)C1=CC=C(C=C1)F